CC1=C(C=NC(=C1)C)C1CC(=NN1C(CC)=O)C1=C(C2=C(NC1=O)SC=C2)C 5-(5-(4,6-dimethylpyridin-3-yl)-1-propionyl-4,5-dihydro-1H-pyrazol-3-yl)-4-methylthieno[2,3-b]pyridin-6(7H)-one